imidazolidine-2-imine bromide [Br-].N1C(NCC1)=N